3-(3-(1H-pyrrolo[2,3-b]pyridin-5-yl)phenyl)-N-(1-methyl-1H-indol-5-yl)acrylamide N1C=CC=2C1=NC=C(C2)C=2C=C(C=CC2)C=CC(=O)NC=2C=C1C=CN(C1=CC2)C